C(C1=CC=CC=C1)(=O)N1C(=CC2=C(C(=C(C(=C12)F)F)Br)F)C(=O)OC methyl 1-benzoyl-5-bromo-4,6,7-trifluoro-1H-indole-2-carboxylate